3,5-dimethylhex-3-en-2-ol CC(C(C)O)=CC(C)C